O1CCOC2=C1C=CC=C2C2=CC=C(C(=N2)OC)NC=2C=C(C=CC2)CC(=O)O {3-[6-(2,3-Dihydro-benzo[1,4]dioxin-5-yl)-2-methoxy-pyridin-3-ylamino]-phenyl}-acetic acid